C1(=CC=CC=C1)N1C2=CC=CC=C2C=2C=CC(=CC12)N 9-phenyl-9H-carbazol-2-amine